FC(C1=CC=C(C=N1)CN1CCC2(CN(C2)C(=O)N2CC3(C2)NC(OC3)=O)CC1)(F)F 2-[7-[[6-(trifluoromethyl)-3-pyridyl]methyl]-2,7-diazaspiro[3.5]nonane-2-carbonyl]-7-oxa-2,5-diazaspiro[3.4]octan-6-one